CSC=1N=C(C2=C(N1)C=CN=C2)N (methylthio)pyrido[4,3-d]pyrimidin-4-amine